(3-hydroxy-4'-(4-oxo-3,5,7,8-tetrahydro-4H-thiopyrano[4,3-d]pyrimidin-2-yl)-[1,1'-biphenyl]-4-yl)boronic acid OC=1C=C(C=CC1B(O)O)C1=CC=C(C=C1)C=1NC(C2=C(N1)CCSC2)=O